5-((Isobutylamino)methyl)-N-(3-(3-methyl-1-(5-methyl-1H-1,2,3-triazol-4-yl)cyclobutyl)phenyl)-2-oxo-1-(2,2,2-trifluoroethyl)-1,2-dihydropyridine-3-carboxamide hydrochloride Cl.C(C(C)C)NCC=1C=C(C(N(C1)CC(F)(F)F)=O)C(=O)NC1=CC(=CC=C1)C1(CC(C1)C)C=1N=NNC1C